3-methyl-N-(5-(trans-3-(4-(trifluoromethyl)phenyl)cyclobutoxy)-1H-indol-3-yl)bicyclo[1.1.1]pentane-1-carboxamide CC12CC(C1)(C2)C(=O)NC2=CNC1=CC=C(C=C21)O[C@@H]2C[C@H](C2)C2=CC=C(C=C2)C(F)(F)F